OC(CC)C=1C=C(C=C2C(C=C(OC12)N1CCOCC1)=O)C(=O)N(C)C 8-(1-hydroxypropyl)-N,N-dimethyl-2-morpholino-4-oxo-4H-chromene-6-carboxamide